N1N=C(C=C1)C(=O)[O-].[Eu+2].N1N=C(C=C1)C(=O)[O-] Europium(II) pyrazolate